N-propyl-3-morpholinyl-1-propylamine C(CC)NCCCN1CCOCC1